C(C)(C)N1N=NC2=C1C=C(C=C2)C=2C=CN1N=C(N=C(C12)OC)NC1CC(C1)(C)NC(C)=O N-((1s,3s)-3-((5-(1-isopropyl-1H-benzo[d][1,2,3]triazol-6-yl)-4-methoxypyrrolo[2,1-f][1,2,4]triazin-2-yl)amino)-1-methylcyclobutyl)acetamide